6-(4-(7-((Cyclopropylmethyl)(3,5-dimethoxyphenyl)amino)quinoxalin-2-yl)-1H-pyrazol-1-yl)-N-Hydroxycaproamide C1(CC1)CN(C1=CC=C2N=CC(=NC2=C1)C=1C=NN(C1)CCCCCC(=O)NO)C1=CC(=CC(=C1)OC)OC